COC1=CC=C(C=C1)C(OC[C@@H]1[C@H]([C@H]([C@@H](O1)N1C=C(C2=C1N=CNC2=O)F)O[Si](C)(C)C(C)(C)C)O)(C2=CC=CC=C2)C2=CC=C(C=C2)OC 7-(5-O-(bis(4-methoxyphenyl)(phenyl)methyl)-2-O-(tert-butyl(dimethyl)silyl)-beta-D-ribofuranosyl)-5-fluoro-3,7-dihydro-4H-pyrrolo[2,3-d]pyrimidin-4-one